(R)-8-(8-(3-chlorothiophen-2-yl)-7-methylimidazo[1,2-c]pyrimidin-5-yl)-8-azaspiro[4.5]decan-1-amine ClC1=C(SC=C1)C=1C=2N(C(=NC1C)N1CCC3(CCC[C@H]3N)CC1)C=CN2